O=C1N(C(NC12CCCC2)=S)C2=CC(=C(C#N)C=C2)C(F)(F)F 4-(4-oxo-2-thioxo-1,3-diazaspiro[4.4]non-3-yl)-2-trifluoromethylbenzonitrile